C(CCC)C(C)O[Ti] (monobutylethoxy)titanium